(3S,5S)-5-[[[(3-carboxyphenyl)amino]-3-pyrrolidinyl]thio]-6-[(1R)-1-hydroxyethyl]-4-methyl-7-oxo-1-azabicyclo[3.2.0]hept-2-ene-2-carboxylic acid monosodium salt [Na+].C(=O)([O-])C=1C=C(C=CC1)NN1C[C@H](CC1)S[C@@]12C(C=C(N2C(C1[C@@H](C)O)=O)C(=O)O)C